(R)-2,2,5,5-Tetramethyl-[1,3]dioxane-4-carboxylic acid [(S)-2-(2,4,5-trifluoro-benzoylamino)-propyl]amide FC1=C(C(=O)N[C@H](CNC(=O)[C@@H]2OC(OCC2(C)C)(C)C)C)C=C(C(=C1)F)F